1-(4-methyl-5,6-dihydro-4H-isoxazolo[5,4-e]indazol-3-yl)ethan-1-one CC1C2=C(C=3C=NNC3C1)ON=C2C(C)=O